(S*)-4-oxo-N-((2-((2,2,4-trimethylpiperidin-1-yl)methyl)-1H-indol-6-yl)methyl)-4H-pyrido[1,2-a]pyrimidine-2-carboxamide O=C1C=C(N=C2N1C=CC=C2)C(=O)NCC2=CC=C1C=C(NC1=C2)CN2C(C[C@H](CC2)C)(C)C |o1:28|